2,2,2-trichloroethyl (3,3-dimethyl-1,2,3,5,6,7-hexahydrodicyclopenta[b,e]pyridin-8-yl)carbamate CC1(CCC=2C1=NC1=C(C2NC(OCC(Cl)(Cl)Cl)=O)CCC1)C